N-[2-(3-cyano-4-cyclohexylpyridin-2-yl)-5-(2,6-difluoro-4-methoxyphenyl)-1-methyl-3-oxo-2,3-dihydro-1H-pyrazol-4-yl]-4-(difluoromethoxy)benzamide C(#N)C=1C(=NC=CC1C1CCCCC1)N1N(C(=C(C1=O)NC(C1=CC=C(C=C1)OC(F)F)=O)C1=C(C=C(C=C1F)OC)F)C